ethane-1,2-diylbis(2-chloroacetic acid) C(CC(C(=O)O)Cl)C(C(=O)O)Cl